N-(1-methyl-3-(trifluoromethyl)-1H-pyrazol-4-yl)-2-(1H-pyrazol-4-yl)thiazole-4-carboxamide trifluoroacetate Salt FC(C(=O)O)(F)F.CN1N=C(C(=C1)NC(=O)C=1N=C(SC1)C=1C=NNC1)C(F)(F)F